O[C@H]1[C@H](O)[C@@H](O)[C@@H](O)[C@@H](O1)CO alpha-L-altrose